4-fluorobenzenegallic acid FC1=CC=C(C=C1)C1=C(C(=C(C=C1C(=O)O)O)O)O